C(C1=CC=CC=C1)OC(=O)N[C@@H](C(=O)OCC1=CC=CC=C1)CNC(C1=CC(=CC(=C1)F)C=1C(=NOC1CC)C)=O (R)-benzyl 2-(((benzyloxy)carbonyl)amino)-3-(3-(5-ethyl-3-methylisoxazol-4-yl)-5-fluorobenzamido)propanoate